2-amino-2-(4-fluoro-3-methylphenyl)-N-{2-oxo-1-[2-(trimethylsilyl)ethoxymethyl]spiro-[pyrrolo[3,2-c]pyridin-3,4'-tetrahydropyran]-6-yl}acetamide hydrochloride Cl.NC(C(=O)NC1=CC2=C(C=N1)C1(CCOCC1)C(N2COCC[Si](C)(C)C)=O)C2=CC(=C(C=C2)F)C